C12=CC=CC=C(C=CC=C1)C2 Bicyclo[4.4.1]undeca-1,3,5,7,9-pentaen